[Na+].CC=1C=C(C=C(C1)C(F)(F)F)CC(=O)[NH-] 2-[3-methyl-5-(trifluoromethyl)phenyl]acetamide sodium salt